2-((1-oxo-6-(2-((tetrahydro-2H-pyran-4-yl)amino)pyrimidin-4-yl)isoindol-2-yl)methyl)benzofuran-7-carboxamide sodium (+)-L-ascorbate O=C1C(O)=C([O-])[C@H](O1)[C@@H](O)CO.[Na+].O=C1N(CC2=CC=C(C=C12)C1=NC(=NC=C1)NC1CCOCC1)CC=1OC2=C(C1)C=CC=C2C(=O)N